1-[[4-(methoxymethyl)phenyl]methyl]-4-(4,4,5,5-tetramethyl-1,3,2-dioxaborolan-2-yl)pyrazole COCC1=CC=C(C=C1)CN1N=CC(=C1)B1OC(C(O1)(C)C)(C)C